C(#N)[C@H]1N(CCC1)C(CN1C[C@H](CC1)NC(CC1=CC=CC2=CC=CC=C12)=O)=O N-((S)-1-(2-((S)-2-cyanopyrrolidin-1-yl)-2-oxoethyl)pyrrolidin-3-yl)-2-(naphthalen-1-yl)acetamide